C(C)(C)(C)C=1C=C(N(N1)C)N(C(OCC(Cl)(Cl)Cl)=O)C(=O)OCC(Cl)(Cl)Cl 2,2,2-trichloroethyl N-(5-tert-butyl-2-methyl-pyrazol-3-yl)-N-(2,2,2-trichloroethoxycarbonyl)carbamate